ethyl 7-chloro-1-methyl-2-phenyl-1H-pyrrolo[3,2-b]pyridine-3-carboxylate ClC1=C2C(=NC=C1)C(=C(N2C)C2=CC=CC=C2)C(=O)OCC